(S)-2-(1-aminoethyl)-5-((6,7-dihydro-5H-pyrrolo[1,2-a]imidazol-3-yl)ethynyl)-3-Phenylquinazolin-4(3H)-one N[C@@H](C)C1=NC2=CC=CC(=C2C(N1C1=CC=CC=C1)=O)C#CC1=CN=C2N1CCC2